(3-methoxycyclobutyl)methyl methanesulfonate CS(=O)(=O)OCC1CC(C1)OC